(+/-)-4-(chroman-2-ylmethyl)-N-hydroxy-3-oxo-3,4-dihydro-2H-benzo[b][1,4]oxazine-6-carboxamide O1[C@H](CCC2=CC=CC=C12)CN1C2=C(OCC1=O)C=CC(=C2)C(=O)NO |r|